The molecule is a member of the class of pyranopyrroles with formula C18H21NO4, originally isolated from Aspergillus niger. It has a role as an Aspergillus metabolite and a marine metabolite. It is a gamma-lactam, an enol, a pyranopyrrole and a cyclic ketone. CCCCC/C=C/C=C/C1=C(C(=O)C2=C(O1)C(=C)N(C2=O)C)O